NC1N=C2C=CC(=CC2=CN1C)C(=O)N(CC1=NC=C(C=C1)C(F)(F)F)CC1=NC=CC=C1F 2-amino-N-((3-fluoropyridin-2-yl)methyl)-3-methyl-N-((5-(trifluoromethyl)pyridin-2-yl)methyl)quinazoline-6-carboxamide